N-(4-amino-1H-pyrazolo[4,3-c]pyridin-7-yl)-2-((5S)-5-methyl-2-(phenyl-d5)piperidin-1-yl)-2-oxoacetamide NC1=NC=C(C2=C1C=NN2)NC(C(=O)N2C(CC[C@@H](C2)C)C2=C(C(=C(C(=C2[2H])[2H])[2H])[2H])[2H])=O